(8-trans)-8-mono(2-cyclopropylmethoxy-4-trifluoromethylphenoxy)-3-mono(6-trifluoromethylpyridazin-3-yl)-3-azabicyclo[3.2.1]octane C1(CC1)COC1=C(OC2C3CN(CC2CC3)C=3N=NC(=CC3)C(F)(F)F)C=CC(=C1)C(F)(F)F